FC(C=1C(=NC=C(C1)C(F)(F)F)C1C(N(C2=C(CC1)C=C(C=C2)F)CC#C)=O)(F)F 3-[3,5-bis(trifluoromethyl)pyridin-2-yl]-7-fluoro-1-(prop-2-ynyl)-2,3,4,5-tetrahydro-1H-1-benzazepin-2-one